NC1=NC=2C=C(C=CC2C2=C1COC2)CN(C(=O)C=2C=NC(=CC2)C2CC2)C=2C=NN1C2OCCC1 N-({4-amino-1H,3H-furo[3,4-c]quinolin-7-yl}methyl)-6-cyclopropyl-N-{5H,6H,7H-pyrazolo[3,2-b][1,3]oxazin-3-yl}pyridine-3-carboxamide